NC(C(CC1=NC2=CC=CC=C2NC1=O)NC(OC(C)(C)C)=O)=O tert-butyl N-[2-amino-2-oxo-1-[(3-oxo-4H-quinoxalin-2-yl)methyl]ethyl]carbamate